(S)-2-(cyclopropanecarbonyl)-N-ethyl-N-(1-phenylethyl)-1,2,3,4-tetrahydroisoquinoline-7-sulfonamide C1(CC1)C(=O)N1CC2=CC(=CC=C2CC1)S(=O)(=O)N([C@@H](C)C1=CC=CC=C1)CC